copper tetrafluoro-borate F[B-](F)(F)F.[Cu+2].F[B-](F)(F)F